IC[C@@H]1CNC(O1)=O (5S)-5-(iodomethyl)oxazolidin-2-one